N=1C=CN2C1N=CC(=C2)C2=CNC=1N=C(N=CC12)NCC1(CC1)C(F)(F)F 5-(imidazo[1,2-a]pyrimidin-6-yl)-N-((1-(trifluoromethyl)cyclopropyl)methyl)-7H-pyrrolo[2,3-d]pyrimidin-2-amine